4-((4-(2-((R)-3-(4-amino-3-(4-phenoxyphenyl)-1H-pyrazolo[3,4-d]pyrimidin-1-yl)piperidin-1-yl)ethyl)benzyl)thio)-2-(2,6-dioxopiperidin-3-yl)isoindoline-1,3-dione NC1=C2C(=NC=N1)N(N=C2C2=CC=C(C=C2)OC2=CC=CC=C2)[C@H]2CN(CCC2)CCC2=CC=C(CSC1=C3C(N(C(C3=CC=C1)=O)C1C(NC(CC1)=O)=O)=O)C=C2